2-[[4-(4-tert-butoxycarbonylphenyl)-6-methyl-2-pyridyl]carbamoyl]-5-(trifluoromethyl)benzoic acid C(C)(C)(C)OC(=O)C1=CC=C(C=C1)C1=CC(=NC(=C1)C)NC(=O)C1=C(C(=O)O)C=C(C=C1)C(F)(F)F